BrC=1C=C(C(=NC1)C)C=1C=NC2=CC(=NC=C2C1)N(C)CC1=CC=C(C=C1)OC 3-(5-bromo-2-methylpyridin-3-yl)-N-(4-methoxybenzyl)-N-methyl-1,6-naphthyridin-7-amine